(2S)-4-(3-pyrrolidin-1-ylpropoxy)pyrrolidine-1,2-dicarboxylic acid O1-tert-butyl ester O2-methyl ester COC(=O)[C@H]1N(CC(C1)OCCCN1CCCC1)C(=O)OC(C)(C)C